(Z)-2,3-Dimethoxyacrylic acid methyl ester COC(/C(=C/OC)/OC)=O